CC1(OCC2=C(O1)C=C(C=C2)C=O)C 2,2-dimethyl-4H-benzo[d][1,3]dioxin-7-carbaldehyde